C(O)C(CC(O)O)(CCCC)CO 3,3-dimethylolheptanediol